COC=1C=C2C(=NC(=NC2=CC1OC)NC1=CC(=C(C=C1)OC)F)C(F)(F)F 6,7-dimethoxy-N-(3-fluoro-4-methoxyphenyl)-4-trifluoromethylquinazolin-2-amine